[Br-].COCC[P+](C1=CC=CC=C1)(C1=CC=CC=C1)C1=CC=CC=C1 (2-methoxyethyl)triphenylphosphonium bromide